[N-](S(=O)(=O)C(F)(F)F)S(=O)(=O)C(F)(F)F.C[N+](CCC)(C)C N,N,N-trimethyl-N-propylammonium bis(trifluoromethanesulfonyl)imide